OC1=CC=C(C(NCC(=O)O)=O)C=C1 p-hydroxy-hippuric acid